(R)-8-bromo-3-butyl-7-((2-fluorophenyl)amino)-2-methyl-5-phenyl-2,3,4,5-tetrahydrobenzo[f][1,2,5]thiadiazepine 1,1-dioxide BrC1=CC2=C(N(C[C@H](N(S2(=O)=O)C)CCCC)C2=CC=CC=C2)C=C1NC1=C(C=CC=C1)F